(E)-6-(6-ethoxypyridin-3-yl)-N'-(2-fluoro-3-(1-hydroxyethyl)-5-methoxybenzylidene)pyrazine-2-carbohydrazide C(C)OC1=CC=C(C=N1)C1=CN=CC(=N1)C(=O)N/N=C/C1=C(C(=CC(=C1)OC)C(C)O)F